1-((5-(5-(difluoromethyl)-1,3,4-oxadiazole-2-yl)pyridine-2-yl)methyl)-6-fluoro-3-methyl-5-(4-(methylsulfonyl)phenyl)-1,3-dihydro-2H-benzo[d]imidazole-2-one FC(C1=NN=C(O1)C=1C=CC(=NC1)CN1C(N(C2=C1C=C(C(=C2)C2=CC=C(C=C2)S(=O)(=O)C)F)C)=O)F